5-(chloromethyl)-1-((2-(trimethylsilyl)ethoxy)methyl)-1H-indazole-2-d ClCC=1C=C2CN(N(C2=CC1)COCC[Si](C)(C)C)[2H]